(S)-2-(3-(7,7-difluoro-2-(2-methylazetidin-1-yl)-6,7-dihydro-5H-cyclopenta[d]pyrimidin-4-yl)-1,2,4-oxadiazol-5-yl)-1-(piperazin-1-yl)ethan-1-one-2,2-d2 FC1(CCC2=C1N=C(N=C2C2=NOC(=N2)C(C(=O)N2CCNCC2)([2H])[2H])N2[C@H](CC2)C)F